NC=1C=2N(C=CN1)C(=NC2C2=CC=C1C=CC(=NC1=C2)C2=CC=CC=C2)C2CCC(OC2)CC(C)O (5-(8-amino-1-(2-phenylquinolin-7-yl)imidazo[1,5-A]pyrazin-3-yl)tetrahydropyran-2-yl)propan-2-ol